C1(CC1)C=1NC2=C(C=C(C=C2C1C=O)Cl)Cl 2-CYCLOPROPYL-5,7-DICHLORO-1H-INDOLE-3-CARBOXALDEHYDE